yttrium-europium [Eu].[Y]